N-methyl-1-(4-nitrophenyl)methanamine CNCC1=CC=C(C=C1)[N+](=O)[O-]